COC1=CC=C(C=C1)N1N=NC(=C1C)C=O 1-(4-methoxyphenyl)-5-methyl-1H-1,2,3-triazole-4-carbaldehyde